(±)-4-(2-methylbutyl)phenyl-4-octyloxybenzoate C[C@@H](CC1=CC=C(C=C1)OC(C1=CC=C(C=C1)OCCCCCCCC)=O)CC |r|